(2E,13Z)-OCTADECA-2,13-DIENAL C(\C=C\CCCCCCCCC\C=C/CCCC)=O